Rel-(1R,2R,5S)-8-((3,5-difluoropyridin-2-yl)methyl)-2-methyl-3,8-diazabicyclo[3.2.1]octane-3-carboxylic acid tert-butyl ester C(C)(C)(C)OC(=O)N1[C@@H]([C@H]2CC[C@@H](C1)N2CC2=NC=C(C=C2F)F)C |o1:8,9,12|